CS(=O)(=O)O.CN(C1C(N(C(C1)=O)[C@@H](C(=O)NCC1=C(C=CC=C1)F)C)=O)C (2R)-2-(3-(dimethylamino)-2,5-dioxopyrrolidin-1-yl)-N-(2-fluorobenzyl)propionamide methanesulfonate